(3-chloro-2,4-difluorophenyl)-(trans-3-(trifluoromethyl)cyclobutyl)methylamine hydrochloride Cl.ClC=1C(=C(C=CC1F)NC[C@@H]1C[C@H](C1)C(F)(F)F)F